C([C@@H](O)[C@H](O)[C@H](O)[C@@H](O)[C@@H](O)[C@H](O)CO)O D-threo-L-galacto-Octitol